ClC=1C=C(C=CC1F)N(C(=O)[C@H]1N(CC[C@H]1O)C1=NC(=CC(=C1C#N)C(F)(F)F)C)C (2S,3R)-N-(3-chloro-4-fluorophenyl)-1-(3-cyano-6-methyl-4-(trifluoromethyl)pyridin-2-yl)-3-hydroxy-N-methylpyrrolidine-2-carboxamide